FC(C=1C(=NC=CC1)OC1=CC(=C(C=C1)C1=C(C(NN=C1C)=O)C)C)F 5-(4-{[3-(Difluoromethyl)pyridin-2-yl]oxy}-2-methylphenyl)-4,6-dimethylpyridazin-3(2H)-one